C(CCCCCCC(=O)[O-])(=O)OC(C)CC.[NH4+] ammonium 2-butyl octanedioate